O(C1=CC=CC=C1)C1=CC=C(C=C1)B(O)O p-phenoxyphenyl-boronic acid